benzene sulfoxylate S(O)O.C1=CC=CC=C1